3-(((1R,4r)-4-((R)-2-(4-(3-(2,6-bis(benzyloxy)pyridin-3-yl)-1-methyl-1H-indazol-7-yl)piperazin-1-yl)propoxy)cyclohexyl)oxy)-2-methylphenyl trifluoromethanesulfonate FC(S(=O)(=O)OC1=C(C(=CC=C1)OC1CCC(CC1)OC[C@@H](C)N1CCN(CC1)C=1C=CC=C2C(=NN(C12)C)C=1C(=NC(=CC1)OCC1=CC=CC=C1)OCC1=CC=CC=C1)C)(F)F